2-(methylthio)-8-(piperidin-1-yl)pyrido[3,4-d]pyrimidin-6-yl-carboxylic acid CSC=1N=CC2=C(N1)C(=NC(=C2)C(=O)O)N2CCCCC2